O(C1=CC=CC=C1)CC1CC(CCC1)CC1=CC=C(C=C1)NC(=O)N1CCN(CC1)C(=O)OC(C)(C)C tert-Butyl 4-((4-((3-(phenoxymethyl)cyclohexyl)methyl)phenyl)carbamoyl)piperazine-1-carboxylate